3-[2-(1,3-Benzodioxole-5-yl)ethyl]-6-(4-(thiophene-2-yl)phenyl)-7H-[1,2,4]triazolo[3,4-b][1,3,4]thiadiazine O1COC2=C1C=CC(=C2)CCC2=NN=C1SCC(=NN12)C1=CC=C(C=C1)C=1SC=CC1